ethyl (2S)-2-(3-bromopyrazolo[1,5-a]pyridin-6-yl)oxypropanoate BrC=1C=NN2C1C=CC(=C2)O[C@H](C(=O)OCC)C